1-(3-((4-((3S,4S)-4-(3,4-dihydroisoquinolin-2(1H)-yl)-3-hydroxypiperidine-1-carbonyl)-5-fluoropyridin-2-yl)amino)pyrrolidin-1-yl)ethan-1-one C1N(CCC2=CC=CC=C12)[C@@H]1[C@H](CN(CC1)C(=O)C1=CC(=NC=C1F)NC1CN(CC1)C(C)=O)O